(7R,14R)-6-(methyl-d3)-1-(prop-1-yn-1-yl)-11-(trifluoromethoxy)-6,7-dihydro-7,14-methanobenzo[f]benzo[4,5]imidazo[1,2-a][1,4]diazocin-5(14H)-one C(N1[C@H]2C=3N([C@@H](C4=C(C1=O)C=CC=C4C#CC)C2)C2=C(N3)C=CC(=C2)OC(F)(F)F)([2H])([2H])[2H]